NC=1C=2C(N=C3N(C2C=CC1)C1=C(N3C)C=C(C=C1)C1=CC=C(C=C1)N1CCNCC1)=O 4-amino-7-methyl-9-(4-(piperazin-1-yl)phenyl)benzo[4,5]imidazo[1,2-a]quinazolin-5(7H)-one